[N+](=O)([O-])C1=C(C=CC=C1)C=O o-nitrobenzenealdehyde